2-(((2S,5R)-5-(6-((4-cyano-2-fluorobenzyl)oxy)pyridin-2-yl)tetrahydro-2H-pyran-2-yl)methyl)-1-(((S)-oxetan-2-yl)methyl)-1H-benzo[d]imidazole-6-carboxylic acid C(#N)C1=CC(=C(COC2=CC=CC(=N2)[C@H]2CC[C@H](OC2)CC2=NC3=C(N2C[C@H]2OCC2)C=C(C=C3)C(=O)O)C=C1)F